1-(trans-4-cyanotetrahydro-2H-pyran-3-yl)-3-((2-hydroxy-7-methyl-2H-benzo[e][1,2]oxaborinin-6-yl)amino)-1H-pyrazole-4-carboxamide C(#N)[C@H]1[C@@H](COCC1)N1N=C(C(=C1)C(=O)N)NC=1C(=CC2=C(C=CB(O2)O)C1)C